O.O.O.O.[Sn](Cl)(Cl)(Cl)Cl tin (IV) chloride tetrahydrate